tert-Butyl (1R,3S,5R)-3-((6-bromo-3-(2-methoxy-2-oxoethyl)pyridin-2-yl)carbamoyl)-5-vinyl-2-azabicyclo[3.1.0]hexane-2-carboxylate BrC1=CC=C(C(=N1)NC(=O)[C@H]1N([C@@H]2C[C@@]2(C1)C=C)C(=O)OC(C)(C)C)CC(=O)OC